N-Benzylquinoxalin-2(1H)-one C(C1=CC=CC=C1)N1C(C=NC2=CC=CC=C12)=O